1-[2-(5,6-difluoro-1H-indazol-3-yl)-7,8-dihydro-5H-1,6-naphthyridin-6-yl]ethanone FC=1C=C2C(=NNC2=CC1F)C1=NC=2CCN(CC2C=C1)C(C)=O